hexyl-Benzene tert-Butyl-((S)-(7-((S*)-1-((3-amino-2,2-difluoropropyl)amino)ethyl)imidazo[1,2-b]pyridazin-2-yl)(4,4-difluorocyclohexyl)methyl)carbamate C(C)(C)(C)N(C(O)=O)[C@@H](C1CCC(CC1)(F)F)C=1N=C2N(N=CC(=C2)[C@H](C)NCC(CN)(F)F)C1.C(CCCCC)C1=CC=CC=C1 |o1:25|